tert-butyl (S)-2-((2-(4-(1,3-dioxolan-2-yl)-2,6-difluorophenyl)-7-methylimidazo[1,2-a]pyridin-3-yl)methyl)morpholine-4-carboxylate O1C(OCC1)C1=CC(=C(C(=C1)F)C=1N=C2N(C=CC(=C2)C)C1C[C@H]1CN(CCO1)C(=O)OC(C)(C)C)F